S1C=CC=2C(NCCC21)C2=CC=C1C=CC=NC1=C2O 7-(4,5,6,7-tetrahydrothieno[3,2-c]pyridin-4-yl)chinolin-8-ol